C1(CC1)N1C=NC(=C1)C=1C=C(C(=NC1)C1=NC=2C(=NC=C(C2)C(C(F)(F)F)(F)F)N1C)SCC 5-(1-cyclopropylimidazol-4-yl)-3-(ethylsulfanyl)-2-[3-methyl-6-(1,1,2,2,2-pentafluoroethyl)imidazo[4,5-b]pyridin-2-yl]pyridine